4'-azidouridine N(=[N+]=[N-])[C@]1([C@H]([C@H]([C@@H](O1)N1C(=O)NC(=O)C=C1)O)O)CO